Cl.C(C)C1(CCNCC1)C(=O)NC(C)C 4-ethyl-N-isopropyl-piperidine-4-carboxamide hydrochloric acid salt